[3-(2-chloro-4-isopropylsulfonyl-phenyl)azetidin-1-yl]-[6-(5-cyclopropyl-4H-1,2,4-triazol-3-yl)-2-azaspiro[3.3]heptan-2-yl]methanone ClC1=C(C=CC(=C1)S(=O)(=O)C(C)C)C1CN(C1)C(=O)N1CC2(C1)CC(C2)C2=NN=C(N2)C2CC2